5-bromo-N,N-dimethylbenzothiazole-2-amine BrC=1C=CC2=C(N=C(S2)N(C)C)C1